5-ethyl-4-oxo-N-(2-(pyridin-2-yl)ethyl)-4,5-dihydropyrazolo[1,5-a]quinoxaline-7-carboxamide C(C)N1C(C=2N(C3=CC=C(C=C13)C(=O)NCCC1=NC=CC=C1)N=CC2)=O